C(C)(C)(C)OC(=O)N\C(=N/C(=O)OC(C)(C)C)\NC=1C=CC(=C2C=COC21)C(=O)OC=2C=1N(C(=CC2)CC(=O)OC(C)(C)C)N=CN1 5-[2-(tert-butoxy)-2-oxoethyl]-[1,2,4]triazolo[1,5-a]pyridin-8-yl 7-{[(1Z)-{[(tert-butoxy)carbonyl]amino}({[(tert-butoxy)carbonyl]imino}) methyl]amino}-1-benzofuran-4-carboxylate